4-(3-chlorophenyl)-2-{3-[4-(pyrrolidin-1-yl)butyl]ureido}thiophene-3-carboxamide ClC=1C=C(C=CC1)C=1C(=C(SC1)NC(=O)NCCCCN1CCCC1)C(=O)N